C(C)N1C2=NC(=NC(=C2N=C1)N[C@@H]1CNCC1)N[C@@H](CO)C(C)C (R)-2-((9-ethyl-6-(((S)-pyrrolidin-3-yl)amino)-9H-purin-2-yl)amino)-3-methylbutan-1-ol